tert-butyl (2R)-2-[2-[1-(2,6-dioxo-3-piperidyl)-3-methyl-2-oxo-benzimidazol-5-yl] ethynyl]morpholine-4-carboxylate O=C1NC(CCC1N1C(N(C2=C1C=CC(=C2)C#C[C@@H]2CN(CCO2)C(=O)OC(C)(C)C)C)=O)=O